(Z)-2-fluoro-N-(3-fluoro-2-methylphenyl)-3-(2-oxoindolin-6-yl)acrylamide F\C(\C(=O)NC1=C(C(=CC=C1)F)C)=C/C1=CC=C2CC(NC2=C1)=O